C(C)OC1=C(C=CC=C1)NC(C(=O)NC1=C(C=CC=C1)CC)=O N-(2-ethoxyphenyl)-N'-(2-ethylbenzene-yl)-oxalamide